C(#N)CN1C2=C(C=C1C(=O)N(C1=CC=CC=C1)C)C=C(S2)[C@@H]2CC(OCC2)(C)C (S)-6-(cyanomethyl)-2-(2,2-dimethyltetrahydro-2H-pyran-4-yl)-N-methyl-N-phenyl-6H-thieno[2,3-b]pyrrole-5-carboxamide